methyl ((1-((3-((2-(benzyloxy)-5-ethylphenyl)sulfonamido)-4-methoxybenzo[d]isoxazol-6-yl)methyl)-1H-pyrazol-4-yl)methyl)carbamate C(C1=CC=CC=C1)OC1=C(C=C(C=C1)CC)S(=O)(=O)NC1=NOC2=C1C(=CC(=C2)CN2N=CC(=C2)CNC(OC)=O)OC